((2'S,6'R)-3',6'-dihydroxy-2',4',6'-trimethyl-7'-oxo-2',3',6',7'-tetrahydrospiro[cyclopropane-1,5'-inden]-2'-yl)methyl-4-(N-acetoxyacetamido)benzoate OC1[C@](C=C2C([C@](C3(C(=C12)C)CC3)(C)O)=O)(C)COC(C3=CC=C(C=C3)N(C(C)=O)OC(C)=O)=O